N-(2-chloro-4-(trifluoromethyl)phenyl)-1-(4-((1-(2-(2,6-dioxopiperidin-3-yl)-1,3-dioxoisoindolin-5-yl)azetidin-3-yl)ethynyl)-3,5-dimethyl-1H-pyrazol-1-yl)cyclobutane-1-carboxamide ClC1=C(C=CC(=C1)C(F)(F)F)NC(=O)C1(CCC1)N1N=C(C(=C1C)C#CC1CN(C1)C=1C=C2C(N(C(C2=CC1)=O)C1C(NC(CC1)=O)=O)=O)C